C(C)(C)(C)[S@](=O)N[C@H](CC)C1=CC=2N(N=C1)C=C(N2)[C@H](C2CCC(CC2)(F)F)NC(OC(C)(C)C)=O |o1:7| tert-Butyl ((S)-(7-((R*)-1-(((S)-tert-butylsulfinyl)amino)propyl)imidazo[1,2-b]pyridazin-2-yl)(4,4-difluorocyclohexyl)methyl)carbamate